N[C@@H](CC(=O)O)C(=O)O.C(C)N1CN(C=C1)C=C 1-ethyl-3-vinyl-imidazole aspartic acid salt